C[SiH](C)[Zr](C1(C(=C(C(=C1)C)C)C)C)C1C=C(C=C1)CCC dimethylsilyl-(3-n-propylcyclopentadienyl)(tetramethylcyclopentadienyl)zirconium